CC1=C(C(=CC(=C1)C)C)N1C(N(CC1)C1=C(C=C(C=C1C)C)C)=[Ru](=CC1=C(C=CC=C1)OC(C)C)(Cl)Cl [1,3-bis(2,4,6-trimethylphenyl)imidazolidin-2-ylidene]-dichloro-[(2-prop-2-yloxyphenyl)methylene]ruthenium